(R)-N-(5,6-Dichloro-8-ethoxy-9-(1H-pyrazol-4-yl)-2,3-dihydro-1H-pyrrolo[1,2-a]indol-1-yl)acetamide ClC1=C(C=C(C=2C(=C3N(C12)CC[C@H]3NC(C)=O)C=3C=NNC3)OCC)Cl